N-[5-[2-(cyclopropylmethoxy)pyridin-4-yl]-4-fluoro-2-[(3R,5S)-3,4,5-trimethylpiperazin-1-yl]phenyl]-6-oxo-4-(trifluoromethyl)-1H-pyridine-3-carboxamide C1(CC1)COC1=NC=CC(=C1)C=1C(=CC(=C(C1)NC(=O)C1=CNC(C=C1C(F)(F)F)=O)N1C[C@H](N([C@H](C1)C)C)C)F